C(C)OC1=C(C=C(C=C1)C(F)(F)F)NC(=O)NC1CC2(CN(C2)C(=O)C2=C3N(N=C2)C=CN3C)C1 1-(2-ethoxy-5-(trifluoromethyl)phenyl)-3-(2-(1-methyl-1H-imidazo[1,2-b]pyrazole-7-carbonyl)-2-azaspiro[3.3]heptan-6-yl)urea